3-((S)-2-hydroxy-3-((S)-8-(3-(1-methyl-1H-pyrazol-4-yl)phenylsulfonyl)-1-oxa-8-azaspiro[4.5]decan-3-ylamino)propoxy)-N-methylbenzenesulfonamide O[C@H](COC=1C=C(C=CC1)S(=O)(=O)NC)CN[C@@H]1COC2(C1)CCN(CC2)S(=O)(=O)C2=CC(=CC=C2)C=2C=NN(C2)C